rac-(6S)-6-tert-butyl-N-[rac-(1R)-3-[4-(2-methoxyethyl)piperazin-1-yl]-1-[4-(6-oxo-1H-pyridin-3-yl)phenyl]propyl]-5,6,7,8-tetrahydrothieno[2,3-b]quinoline-2-carboxamide C(C)(C)(C)[C@@H]1CC=2C=C3C(=NC2CC1)SC(=C3)C(=O)N[C@H](CCN3CCN(CC3)CCOC)C3=CC=C(C=C3)C3=CNC(C=C3)=O |r|